4-chloro-N-[(1R)-1-[2-methyl-3-(trifluoromethyl)phenyl]ethyl]-6-oxo-1-tetrahydropyran-4-yl-pyridine-3-carboxamide ClC=1C(=CN(C(C1)=O)C1CCOCC1)C(=O)N[C@H](C)C1=C(C(=CC=C1)C(F)(F)F)C